7-nitrothieno[3,2-d]pyrimidin-4-ol [N+](=O)([O-])C1=CSC2=C1N=CN=C2O